C(#N)C1=CC=C(OC2=CC=C(C=N2)CN2C(C(=C(CC2)O)C(=O)NCC(=O)O)=O)C=C1 N-[(1-{[6-(4-cyanophenoxy)-3-pyridinyl]methyl}-4-hydroxy-2-oxo-1,2,5,6-tetrahydro-3-pyridinyl)carbonyl]glycine